3-(chlorofluoromethyl)-1-methylpyrazol-4-ylcarboxamide ClC(C1=NN(C=C1C(=O)N)C)F